C(=O)C1=CC=C(OCCO[C@H]2C[C@H](C2)C(=O)OCC)C=C1 cis-ethyl 3-(2-(4-formylphenoxy)ethoxy)cyclobutanecarboxylate